2-trimethylsilylethyl (2S)-2-(hydroxymethyl)pyrrolidine-1-carboxylate OC[C@H]1N(CCC1)C(=O)OCC[Si](C)(C)C